ClC1=C(C=CC(=C1)F)C#CC1CN(C1)C(=O)N1CC2C(OCC(N2)=O)CC1 6-[3-[2-(2-Chloro-4-fluorophenyl)ethynyl]azetidine-1-carbonyl]-4,4a,5,7,8,8a-hexahydropyrido[4,3-b][1,4]oxazin-3-one